C[NH+]1CCC(CC1)C 1,4-dimethyl-piperidinium